ClC1=CC(=C2C(=CNC2=C1Cl)C=1C=NN(C1)C1OCCCC1)OCC1COC(OC1)(C)C 6,7-dichloro-4-[(2,2-dimethyl-1,3-dioxan-5-yl)methoxy]-3-(1-tetrahydropyran-2-ylpyrazol-4-yl)-1H-indole